(S)-3-(4-(Isopropylsulfonyl)phenyl)-5-(7-(pyrrolidin-1-yl)-6,7,8,9-tetrahydro-5H-benzo[7]annulen-2-yl)-1H-pyrazolo[3,4-b]pyridine C(C)(C)S(=O)(=O)C1=CC=C(C=C1)C1=NNC2=NC=C(C=C21)C=2C=CC1=C(CC[C@H](CC1)N1CCCC1)C2